FC=1C=C2CN(CC2=CC1)C1=NC=CC(=N1)C#N 2-(5-fluoroisoindolin-2-yl)pyrimidine-4-carbonitrile